NC1=NC2=CC(=CC=C2C(=N1)N[C@@](CO)(CCCC)C)C1=CC(NC=C1CNC)=O (R)-4-(2-Amino-4-((1-hydroxy-2-methylhexan-2-yl)amino)quinazolin-7-yl)-5-((methylamino)methyl)pyridin-2(1H)-one